5-{4-[(5,7-difluoro-2-methyl-3-oxo-4H-quinoxalin-6-yl)methyl]piperazin-1-yl}-N-methylpyridin-2-carboxamide FC1=C2NC(C(=NC2=CC(=C1CN1CCN(CC1)C=1C=CC(=NC1)C(=O)NC)F)C)=O